C[Si](C)(C)C#CC1=CC=C(C=N1)N 6-((trimethylsilyl)ethynyl)pyridin-3-amine